C(CCC)CO[Si](OC)(OC)CCCN (n-butyl)-3-aminopropyl-trimethoxysilane